N-(azetidin-3-ylmethyl)pyridin-4-amine hydrochloride Cl.N1CC(C1)CNC1=CC=NC=C1